FC=1C=C(NCCN2CC(C2)CF)C=C(C1[C@H]1N([C@@H](CC2=C1NC1=CC=CC=C21)C)CC(F)(F)F)F 3,5-difluoro-N-(2-(3-(fluoromethyl)azetidin-1-yl)ethyl)-4-((1R,3R)-3-methyl-2-(2,2,2-trifluoroethyl)-2,3,4,9-tetrahydro-1H-pyrido[3,4-b]indol-1-yl)aniline